(+/-)-4-[3-(6-methoxy-2-methyl-3-pyridyl)-1,4-oxazepan-4-yl]-6-methyl-pyrimidin-2-amine COC1=CC=C(C(=N1)C)[C@@H]1COCCCN1C1=NC(=NC(=C1)C)N |r|